hydrogen sulfide tin [Sn].S